C(C1=CC=CC=C1)O[C@@H]1[C@H](N(C[C@@H]([C@H]1OCC1=CC=CC=C1)OCC1=CC=CC=C1)C[C@@H]1CC[C@H](CC1)C1=CC=CC=C1)C trans-(2R,3R,4R,5S)-3,4,5-tris(benzyloxy)-2-methyl-1-((4-phenylcyclohexyl)methyl)piperidine